hydroxyisobutyrylcarnitine OC(C(O)(CC([O-])=O)C(C(C)C)=O)[N+](C)(C)C